CS(=O)(=O)OCC1=CC2=NC=CC(=C2S1)C=1C=C(C=C2CCCN(C12)[C@@H]1CN(C(C1)(C)C)S(=O)(=O)C(C)(C)C)C#N (S)-(7-(1-(1-(tert-butylsulfonyl)-5,5-dimethylpyrrolidin-3-yl)-6-cyano-1,2,3,4-tetrahydroquinolin-8-yl)thieno[3,2-b]pyridin-2-yl)methyl methanesulfonate